N-(3-bromophenyl)-2,6,7-trichloro-N-methyl-quinazolin-4-amine BrC=1C=C(C=CC1)N(C1=NC(=NC2=CC(=C(C=C12)Cl)Cl)Cl)C